C1(CCC1)OC=1C=C2C=CN(C2=CC1)C1=CC(=C(OCCCC(=O)O)C(=C1)F)F 4-[4-[5-(cyclobutoxy)indol-1-yl]-2,6-difluoro-phenoxy]butanoic acid